4'-(2,2-diethoxyethoxy)-2-methyl-[1,1'-biphenyl]-3-yl trifluoromethanesulfonate FC(S(=O)(=O)OC=1C(=C(C=CC1)C1=CC=C(C=C1)OCC(OCC)OCC)C)(F)F